N\C(=C/C(=O)OCC1=C(C=NC=C1)F)\C (3-Fluoropyridin-4-yl)methyl (Z)-3-aminobut-2-enoate